ClC1=CC=C2C(=CNC2=C1C(F)F)S(=O)(=O)NC1=NC=C(C(=N1)OC)CCC(F)F 6-chloro-7-(difluoromethyl)-N-[5-(3,3-difluoropropyl)-4-methoxy-pyrimidin-2-yl]-1H-indole-3-sulfonic acid amide